ClC1=C(C=C(C=C1N1CCNCC1)C#N)NC1=NC=2N(C(=N1)NC1CC1)N=CC2C#N 2-((2-chloro-5-cyano-3-(piperazin-1-yl)phenyl)amino)-4-(cyclopropylamino)pyrazolo[1,5-a][1,3,5]triazine-8-carbonitrile